BrCC1=C(C(=CC(=C1)C(C)(C)C1=CC=CC=C1)C(C)(C)C1=CC=CC=C1)O 2-(bromomethyl)-4,6-bis(2-phenylpropan-2-yl)phenol